C1(CC1)S(=O)(=O)NC1=CC(=NC=C1)C(COCC)NC(OC(C)(C)C)=O tert-butyl (1-(4-(cyclopropanesulfonamido)pyridin-2-yl)-2-ethoxyethyl)carbamate